5-(cyclopropylmethyl)pyridin-2-amine C1(CC1)CC=1C=CC(=NC1)N